1-{7-acetyl-1-oxo-2,7-diazaspiro[4.4]nonane-4-carbonyl}-4-fluoro-N-{phenyl[4-(propan-2-yl)phenyl]methyl}pyrrolidine-2-carboxamide C(C)(=O)N1CC2(C(CNC2=O)C(=O)N2C(CC(C2)F)C(=O)NC(C2=CC=C(C=C2)C(C)C)C2=CC=CC=C2)CC1